(1-(5-(4-Chlorophenyl)thiophen-2-yl)cyclobutyl)(4-methylpiperazin-1-yl)methanon ClC1=CC=C(C=C1)C1=CC=C(S1)C1(CCC1)C(=O)N1CCN(CC1)C